NC1=CC=2N(C(N(CC2C=N1)C1=C(C(=CC(=C1F)OC)OC)F)=O)C 7-amino-3-(2,6-difluoro-3,5-dimethoxyphenyl)-1-methyl-3,4-dihydropyrido[4,3-d]pyrimidin-2(1H)-one